FC1C(N(C(C2=CC=CC=C12)=O)CCOCCOCC(=O)N(C1=CC=C(C2=NON=C21)[N+](=O)[O-])C2=CC=C(C(=O)OCC1=CC=CC=C1)C=C2)=O Benzyl 4-(2-(2-(2-(4-fluoro-1,3-dioxoisoquinolin-2-yl)ethoxy)ethoxy)-N-(7-nitrobenzo[c][1,2,5]oxadiazol-4-yl)acetamido)benzoate